NC1=CC(=NN1S(=O)(=O)N(C)C)C1=CC=C(C=C1)F 5-amino-3-(4-fluorophenyl)-N,N-dimethyl-1H-pyrazole-1-sulfonamide